methyl 2-amino-3-bromo-5-fluorobenzoate NC1=C(C(=O)OC)C=C(C=C1Br)F